(R)-5-Bromo-1-methyl-3-(5-(3-methylmorpholine-4-carbonyl)pyridin-2-ylamino)pyridin-2(1H)-one BrC=1C=C(C(N(C1)C)=O)NC1=NC=C(C=C1)C(=O)N1[C@@H](COCC1)C